CCC(C)S(=O)N=CC1=C(OC2=CC=CC=C2C1=O)C1=CC=CC=C1 methyl-N-((4-oxo-2-phenyl-4H-chromen-3-yl)methylene)propane-2-sulfinamide